C(C)(C)(C)OC(=O)N(C1=CC(=NC=2N1N=CC2C2CCC2)N[C@@H]2CN(CCC2)C(=O)OC(C)(C)C)C2=CC(=CC(=C2)C)C(F)(F)F Tert-Butyl (S)-3-((7-((tert-butoxycarbonyl)(5-methyl-3-trifluoromethylphenyl)amino)-3-cyclobutylpyrazolo[1,5-a]pyrimidin-5-yl)amino)piperidine-1-carboxylate